OC12OC3=C(C1(C(C1=CC=CC=C12)=O)NC(C(C=1SC=CC1)=O)=O)C=CC(=C3)C(C)C N-(4b-hydroxy-7-isopropyl-10-oxo-9b,10-dihydro-4bH-indeno[1,2-b]benzofuran-9b-yl)-2-oxo-2-(thiophen-2-yl)acetamide